(2S)-3-[4-(trifluoromethyl)phenyl]-2-(2-trimethylsilylethoxycarbonylamino)propanoic acid FC(C1=CC=C(C=C1)C[C@@H](C(=O)O)NC(=O)OCC[Si](C)(C)C)(F)F